N-(3-(hydroxymethyl)-2-oxopyrrolidin-3-yl)-5-((2-methoxypyridin-3-yl)methoxy)-2-methylbenzofuran-3-carboxamide OCC1(C(NCC1)=O)NC(=O)C1=C(OC2=C1C=C(C=C2)OCC=2C(=NC=CC2)OC)C